CS(=O)(=O)C1=C(C=CC2=CC=CC=C12)C 1-methylsulfonyl-2-methylnaphthalene